3-Isocyanato-1H-pyrrolo[3,2-b]pyridine N(=C=O)C1=CNC=2C1=NC=CC2